OC1=CC=C2CCCNC2=C1 7-hydroxy-1,2,3,4-tetrahydroquinoline